(R)-N-(8,9-difluoro-6-oxo-1,4,5,6-tetrahydro-2H-pyrano[3,4-c]isoquinolin-1-yl)-5-(difluoromethyl)-N-methylindolizine-2-carboxamide FC=1C(=CC=2C3=C(NC(C2C1)=O)COC[C@@H]3N(C(=O)C=3C=C1C=CC=C(N1C3)C(F)F)C)F